2-azido-1-hexadecyl-3-methyl-4,5-dihydro-1H-imidazol-3-ium hexafluorophosphate F[P-](F)(F)(F)(F)F.N(=[N+]=[N-])C=1N(CC[N+]1C)CCCCCCCCCCCCCCCC